2,2-diphenyl-1-picrylphenylhydrazine C1(=CC=CC=C1)C1(C(C=CC=C1)(C1=C([N+](=O)[O-])C=C([N+](=O)[O-])C=C1[N+](=O)[O-])NN)C1=CC=CC=C1